2,6-bis(triiodomethyl)benzenesulfonic acid IC(C1=C(C(=CC=C1)C(I)(I)I)S(=O)(=O)O)(I)I